(2R,3R,4S,5S,6R)-3,4,5-tribenzyloxy-2-(2-diethoxyphosphorylethyl)-6-phenoxy-tetrahydropyran C(C1=CC=CC=C1)O[C@@H]1[C@H](O[C@@H]([C@H]([C@H]1OCC1=CC=CC=C1)OCC1=CC=CC=C1)OC1=CC=CC=C1)CCP(=O)(OCC)OCC